[Si](C)(C)(C(C)(C)C)ON1C(NC(C(=C1)C1(OCCC1COC)CO[Si](C)(C)C(C)(C)C)=O)=O ((tert-butyldimethylsilyl)oxy)-5-((((tert-butyldimethylsilyl)oxy)methyl)-3-(methoxymethyl)tetrahydrofuran-2-yl)pyrimidine-2,4(1H,3H)-dione